ClC(CC(=O)OCCCCCCCCCCCCCCCCCCC)CC nonadecyl 3-chlorovalerate